3-(6-(2-fluoro-4-(trifluoromethyl)phenyl)pyridin-3-yl)-6-methoxy-3,4-dihydroacridine-1,9(2H,10H)-dione FC1=C(C=CC(=C1)C(F)(F)F)C1=CC=C(C=N1)C1CC(C=2C(C3=CC=C(C=C3NC2C1)OC)=O)=O